2-(4-methoxybenzyl)-1,2-propanediamine COC1=CC=C(CC(CN)(C)N)C=C1